C[C@H]1N(CCOC1)C1=CC(=NC=2N1C=NC2C2=CC=NN2)C2=CC=NN2C (R)-3-methyl-4-(2-(1-methyl-1H-pyrazol-5-yl)-8-(1H-pyrazol-5-yl)imidazo[1,5-a]pyrimidin-4-yl)morpholine